1-(Hydroxymethyl)cyclobutane-1-carboxylic acid OCC1(CCC1)C(=O)O